BrC=1SC(=C(N1)C)C 2-bromo-4,5-dimethyl-thiazole